tris(morpholino)phosphine oxide O1CCN(CC1)P(N1CCOCC1)(N1CCOCC1)=O